lauryl-ethyl-trimethyl-ammonium C(CCCCCCCCCCC)C[N+](C)(C)CC